O.Br.C=O methanone hydrobromide hydrate